FC=1C=C(C=C(C1)F)C1(OC(=C(C1=O)OC(C)=O)N)C 2-(3,5-difluorophenyl)-2-methyl-4-acetoxy-5-amino-3(2H)-furanone